methyl (S)-3-(4-(3-cyano-4-((2-cyano-4-fluorophenyl)thio)pyrazolo[1,5-a]pyridin-6-yl)-3-methyl-1H-pyrazol-1-yl)piperidine-1-carboxylate C(#N)C=1C=NN2C1C(=CC(=C2)C=2C(=NN(C2)[C@@H]2CN(CCC2)C(=O)OC)C)SC2=C(C=C(C=C2)F)C#N